Aluminium sulfate salt S(=O)(=O)([O-])[O-].[Al+3].S(=O)(=O)([O-])[O-].S(=O)(=O)([O-])[O-].[Al+3]